(5-(((Z)-7-((1R,2R,3R,5S)-3,5-Dihydroxy-2-((R)-3-hydroxy-5-phenylpentyl)cyclopentyl)hept-5-enoyl)oxy)-6-methylpyridine-3,4-diyl)bis(methylene) bis(pent-4-ynoate) C(CCC#C)(=O)OCC=1C=NC(=C(C1COC(CCC#C)=O)OC(CCC\C=C/C[C@@H]1[C@H]([C@@H](C[C@@H]1O)O)CC[C@H](CCC1=CC=CC=C1)O)=O)C